2-[3-(4-tert-butoxycarbonylpiperazin-1-yl)isoxazol-5-yl]-3-methylbutanoic acid C(C)(C)(C)OC(=O)N1CCN(CC1)C1=NOC(=C1)C(C(=O)O)C(C)C